(R)-N-(2-(4-acetylpiperazin-1-yl)-5-((6-(3-(4-fluoro-3-(trifluoromethyl)phenyl)isoxazolidine-2-yl)pyrimidin-4-yl)amino)-4-methoxyphenyl)acrylamide C(C)(=O)N1CCN(CC1)C1=C(C=C(C(=C1)OC)NC1=NC=NC(=C1)N1OCC[C@@H]1C1=CC(=C(C=C1)F)C(F)(F)F)NC(C=C)=O